NC=1N=C(C=C2C=C(N=CC12)NC(=O)[C@H]1[C@H](C1)F)C=1C=NC(=CC1CC)OC |r| (±)-cis-N-(8-amino-6-(4-ethyl-6-methoxypyridin-3-yl)-2,7-naphthyridin-3-yl)-2-fluorocyclopropanecarboxamide